tert-Butyl N-[(3-fluorotetrahydropyran-4-ylidene)amino]carbamate FC1COCCC1=NNC(OC(C)(C)C)=O